(3S,4S)-4-(difluoromethyl-d)-3-methyl-1-(methyl-d3)piperidine-3-carboxylic acid FC([C@@H]1[C@@](CN(CC1)C([2H])([2H])[2H])(C(=O)O)C)([2H])F